CC1=C(C(=NC(=C1C(=O)O)N1CCC(CCC1)(F)F)CO)Cl methyl-5-chloro-2-(4,4-difluoroazepan-1-yl)-6-hydroxymethylnicotinic acid